BrC1=CC=2N(C=C1)C(=CN2)C2=CC(=C(C(=O)NCC(F)(F)F)C(=C2)OC)OC 4-(7-bromoimidazo[1,2-a]pyridin-3-yl)-2,6-dimethoxy-N-(2,2,2-trifluoroethyl)benzamide